tert-butyl 7-(4-chloro-2-(6-((6,6-dimethyl-2,4-dioxo-3-azabicyclo[3.1.0]hexan-3-yl)methyl)pyrrolo[2,1-f][1,2,4]triazin-4-yl)-6-methylbenzyl)-2,7-diazaspiro[3.5]nonane-2-carboxylate ClC1=CC(=C(CN2CCC3(CN(C3)C(=O)OC(C)(C)C)CC2)C(=C1)C)C1=NC=NN2C1=CC(=C2)CN2C(C1C(C1C2=O)(C)C)=O